FC=1C=C(C(=O)NCC=2N=NN3C2C=CC=C3)C=CC1OC(F)(F)F 3-fluoro-N-[([1,2,3]triazolo[1,5-a]pyridin-3-yl)methyl]-4-(trifluoromethoxy)benzamide